(S)-5-chloro-N-(3-Chloro-2-hydroxypropyl)thiophene-2-carboxamide ClC1=CC=C(S1)C(=O)NC[C@@H](CCl)O